1-(4-(2-chloro-6-fluorobenzyl)-3,4-dihydro-2H-benzo[b][1,4]thiazin-6-yl)-3-(1H-indol-3-yl)urea ClC1=C(CN2C3=C(SCC2)C=CC(=C3)NC(=O)NC3=CNC2=CC=CC=C32)C(=CC=C1)F